CC1=C(C=C(C=C1)C1=CC2=C(C=N1)N=CS2)NC(=O)N2OCC[C@H]2C2=CC=CC=C2 (S)-N-(2-methyl-5-(thiazolo[4,5-c]pyridin-6-yl)phenyl)-3-phenylisoxazolidine-2-carboxamide